tert-butyl 2-(5-(3-((cycloheptylcarbamoyl)oxy)phenyl)pyridin-3-yl)-1H-pyrrole-1-carboxylate C1(CCCCCC1)NC(=O)OC=1C=C(C=CC1)C=1C=C(C=NC1)C=1N(C=CC1)C(=O)OC(C)(C)C